FC1=C(OC2=NC(=NN2C(C)C)NC2[C@H]3CN(C[C@@H]2CC3)C(=O)OC(C)(C)C)C=CC=C1C(F)(F)F tert-butyl (1R,5S,8S)-8-({5-[2-fluoro-3-(trifluoromethyl) phenoxy]-1-(propan-2-yl)-1H-1,2,4-triazol-3-yl} amino)-3-azabicyclo[3.2.1]octane-3-carboxylate